Ethyl 3-(6-((1R,3R,5S)-3-((5-cyclopropyl-3-(2-(trifluoromethoxy)phenyl)isoxazol-4-yl)methoxy)-8-azabicyclo[3.2.1]octan-8-yl)pyridin-3-yl)propiolate C1(CC1)C1=C(C(=NO1)C1=C(C=CC=C1)OC(F)(F)F)COC1C[C@H]2CC[C@@H](C1)N2C2=CC=C(C=N2)C#CC(=O)OCC